4-(3-{[5-(trifluoromethyl)pyridin-2-yl]oxy}benzyl)piperidine FC(C=1C=CC(=NC1)OC=1C=C(CC2CCNCC2)C=CC1)(F)F